2-(4-bromo-1-methyl-1H-pyrazol-5-yl)-6-(prop-1-yn-1-yl)isoindolin-1-one Methyl-3,5-dimethoxybenzoate COC(C1=CC(=CC(=C1)OC)OC)=O.BrC=1C=NN(C1N1C(C2=CC(=CC=C2C1)C#CC)=O)C